6-[6-(6-Methoxypyridin-2-yl)-1H,2H,3H-imidazo[1,2-a][1,3]diazol-5-yl]-1,3-benzothiazole COC1=CC=CC(=N1)C=1N=C2N(CCN2)C1C1=CC2=C(N=CS2)C=C1